5-bromo-4-chloro-2-(tetrahydropyran-2-yloxymethyl)pyridine BrC=1C(=CC(=NC1)COC1OCCCC1)Cl